N-(bis(dimethylamino)methylene)-6-bromo-N-(6-phenoxyhexyl)hexan-1-aminium bromide [Br-].CN(C)C(=[N+](CCCCCCBr)CCCCCCOC1=CC=CC=C1)N(C)C